NC1=C2C(=NC=C1)C(N(C2C2=C(C=CC=C2)C)CC2=C(C=C(C=C2)OC)OC)=O 4-amino-6-(2,4-dimethoxybenzyl)-5-(o-tolyl)-5H-pyrrolo[3,4-b]Pyridin-7(6H)-one